C(C)(C)(C)OC(=O)N[C@@H]1CN(CC1)C1=C(C(=NC=C1C(=O)OC)OC)C1=CC(=CC(=C1)F)F methyl (S)-4-(3-((tert-butoxycarbonyl) amino) pyrrolidin-1-yl)-5-(3,5-difluorophenyl)-6-methoxynicotinate